3-((5-cyclopropyl-3-(2,6-dichlorophenyl)isoxazol-4-yl)methoxy)-8-azabicyclo[3.2.1]octane C1(CC1)C1=C(C(=NO1)C1=C(C=CC=C1Cl)Cl)COC1CC2CCC(C1)N2